COC1=NC=C(C(=N1)OC)C=1C=C(C=2N(N1)C(=CN2)F)[C@@H]2[C@H](C2)C=2C=C1C(=NC2)C=NN1CC(F)(F)F 6-((1S,2S)-2-(6-(2,4-dimethoxypyrimidin-5-yl)-3-fluoroimidazo[1,2-b]pyridazin-8-yl)cyclopropyl)-1-(2,2,2-trifluoroethyl)-1H-pyrazolo[4,3-b]pyridine